The molecule is a 1,2-diacyl-3-beta-D-galactosyl-sn-glycerol in which the acyl groups at positions 1 and 2 are specified as octanoyl. It derives from an octanoic acid. CCCCCCCC(=O)OC[C@H](CO[C@H]1[C@@H]([C@H]([C@H]([C@H](O1)CO)O)O)O)OC(=O)CCCCCCC